2,4,6,8-tetramethylcyclotetrasiloxane C[SiH]1O[SiH](O[SiH](O[SiH](O1)C)C)C